calcium naphthalenetricarboxylic acid C1(=C(C(=CC2=CC=CC=C12)C(=O)O)C(=O)O)C(=O)O.[Ca]